(S)-4-chloro-6-((2-isopropyl-4-methylpiperazin-1-yl)methyl)-2-(3-(6-(4-methyl-4H-1,2,4-triazol-3-yl)-2-oxaspiro[3.3]heptan-6-yl)phenyl)isoindolin-1-one ClC1=C2CN(C(C2=CC(=C1)CN1[C@H](CN(CC1)C)C(C)C)=O)C1=CC(=CC=C1)C1(CC2(COC2)C1)C1=NN=CN1C